methyloct-7-enoic acid CC(C(=O)O)CCCCC=C